C(OCCN1C(CCC1=O)=O)([O-])=O.[Na+] sodium 2-(2,5-dioxopyrrolidin-1-yl)ethyl carbonate